(S)-2-(2-fluoro-3-isopropyl-6-methoxyphenyl)-2-((R)-3-((5-(5,6,7,8-tetrahydro-1,8-naphthyridin-2-yl)pentyl)oxy)pyrrolidin-1-yl)acetic acid FC1=C(C(=CC=C1C(C)C)OC)[C@@H](C(=O)O)N1C[C@@H](CC1)OCCCCCC1=NC=2NCCCC2C=C1